NC1=NC=C(C=C1C(=O)N[C@@H]1[C@H](CCC1)OCC1=CC=C(C=C1)C=1C=C2C(CC(C2=CC1)N1CCN(CC1)CCO)(C)C)C=1C=NN(C1)C 2-amino-N-{(1S,2S)-2-[(4-{1-[4-(2-hydroxyethyl)piperazin-1-yl]-3,3-dimethyl-2,3-dihydro-1H-inden-5-yl}phenyl)methoxy]cyclopentyl}-5-(1-methyl-1H-pyrazol-4-yl)pyridine-3-carboxamide